C1(CC1)C#CC1=C(C=CC=C1)OC 2-(2-(1-cyclopropyl)ethynyl)anisole